3-bromo-3-(acetoxy)oxoindole BrC1(C(NC2=CC=CC=C12)=O)OC(C)=O